OC(C)(C)O 2-hydroxy-2-hydroxy-propane